N[C@@H](CNC(C1=CC(=NC=C1)NC([C@H](C1CCC(CC1)C)NC(OC(C)(C)C)=O)=O)[2H])C(F)(F)F Tert-butyl ((1S)-2-((4-((((S)-2-amino-3,3,3-trifluoropropyl)amino)-methyl-d)pyridin-2-yl)amino)-1-((1r,4S)-4-methylcyclohexyl)-2-oxoethyl)carbamate